FC=1C(=C(C=CC1)NC1=C2C(=NC(=C1)NC1=NC=CC(=C1)COC)NN(C2=O)C)OC 4-((3-fluoro-2-methoxyphenyl)amino)-6-((4-(methoxymethyl)pyridin-2-yl)amino)-2-methyl-1,2-dihydro-3H-pyrazolo[3,4-b]pyridin-3-one